C(C)(C)C=1C=C(C=CC1)[C@H]1CC2(CN(C2)C(=O)C2CC3(C2)NC(OC3)=O)CC1 |r| (rac)-(2s,4s)-2-(6-(3-isopropylphenyl)-2-azaspiro[3.4]octane-2-carbonyl)-7-oxa-5-azaspiro[3.4]octan-6-one